C(C=C)N(C(=O)Cl)CC=C N,N-diallyl-carbamoyl chloride